NC1=NC(=CC(=N1)N1CCC2(C[C@H](NC2)C(=O)O)CC1)O[C@@H](C(F)(F)F)C1=CC=C(C=C1)C=1C=NC=CC1 (S)-8-(2-amino-6-((R)-2,2,2-trifluoro-1-(4-(pyridin-3-yl)phenyl)ethoxy)pyrimidin-4-yl)-2,8-diazaspiro[4.5]decane-3-carboxylic acid